7-fluoro-4-methyl-3-(1-propionyl-5-(p-tolyl)-4,5-dihydro-1H-pyrazol-3-yl)quinolin-2(1H)-one FC1=CC=C2C(=C(C(NC2=C1)=O)C1=NN(C(C1)C1=CC=C(C=C1)C)C(CC)=O)C